tert-butyl 4-[(2,4-difluorophenyl) methyl]-3-oxopiperazine-1-carboxylate FC1=C(C=CC(=C1)F)CN1C(CN(CC1)C(=O)OC(C)(C)C)=O